N-(pyrrolidin-1-yl)nicotinamide N1(CCCC1)NC(C1=CN=CC=C1)=O